ClC1=CC(=C(N=N1)N(C(OC(C)(C)C)=O)C)OCC=1N=C2N(C=C(C=C2N2C(N(C(C2)=O)C)=O)C2CC2)C1 tert-butyl (6-chloro-4-((6-cyclopropyl-8-(3-methyl-2,4-dioxoimidazolidin-1-yl)imidazo[1,2-a]pyridin-2-yl)methoxy)pyridazin-3-yl)(methyl)carbamate